2-fluoro-6-(E)-(1'-methyl-4-hydroxy-3-methylbut-2-en-1-ylamino)-9-(tetrahydrofuran-2-yl)-9H-purine FC1=NC(=C2N=CN(C2=N1)C1OCCC1)NC(\C=C(\CO)/C)C